CC1CC2=CC(=CC=C2C1)C 2,6-dimethylindan